8-fluoro-5-((4-hydroxy-1-isobutylpiperidin-4-yl)methoxy)-3,4-dihydroquinolin-2(1H)-one FC=1C=CC(=C2CCC(NC12)=O)OCC1(CCN(CC1)CC(C)C)O